BrC(C(=O)O)(CC1=C(C=CC=C1)OCC)N bromo-2-amino-3-(2-ethoxyphenyl)propionic acid